ClC1=C(C=C(C=C1)C(NC)=O)B(O)O [2-chloro-5-(methylcarbamoyl)phenyl]boronic acid